COC1=NC=CC(=N1)N 2-methoxypyrimidine-4-amine